FC1=C2C=NN(C2=CC=C1N=C(C1=CC=CC=C1)C1=CC=CC=C1)C1OCCCC1 N-(4-fluoro-1-tetrahydropyran-2-yl-indazol-5-yl)-1,1-diphenyl-methanimine